N-(3-(7H-benzo[c]carbazol-8-yl)-4-methylphenyl)-N-(2',4',6'-trimethyl-[1,1'-biphenyl]-4-yl)-[1,1':3',1''-terphenyl]-5'-amine C1=CC=CC=2C=CC=3NC=4C(=CC=CC4C3C21)C=2C=C(C=CC2C)N(C=2C=C(C=C(C2)C2=CC=CC=C2)C2=CC=CC=C2)C2=CC=C(C=C2)C2=C(C=C(C=C2C)C)C